mono(2-ethylhexyl) fumarate C(\C=C\C(=O)[O-])(=O)OCC(CCCC)CC